N1=C2C(=NO1)C(=CC=C2)C2C(=C(NC(=C2C(=O)[O-])C)C)C(=O)[O-] (±)-4-(4-benzofurazanyl)-1,4-dihydro-2,6-dimethyl-3,5-pyridinedicarboxylate